C(C1=CC=CC=C1)C=1N(C=2C(=C3CC[C@@H](N(C3=CC2)C(=O)OC)C)N1)[C@H]1CO[C@@H](CC1)C(N)=O methyl (S)-2-benzyl-3-((3R,6S)-6-carbamoyltetrahydro-2H-pyran-3-yl)-7-methyl-3,7,8,9-tetrahydro-6H-imidazo[4,5-f]quinoline-6-carboxylate